((3R,5S)-3-fluoro-1-azabicyclo[3.2.0]hept-5-yl)methanol F[C@H]1CN2CC[C@]2(C1)CO